C(C)(C)(C)OC(COCCOCCOCCOCCOCCO)=O 17-hydroxy-3,6,9,12,15-pentaoxa-1-heptadecanoic acid tert-butyl ester